COC=1C=C(OCC2=COC3=C(C2=O)C=CC=C3)C=CC1 3-((3-methoxyphenoxy)methyl)-4H-benzopyran-4-one